ClC=1C(=NC(=NC1)N1C[C@H](C([C@H](C1)C)(F)F)C)NC=1C=C2NC(C(N(C2=CC1)C)=O)=O 6-((5-Chloro-2-((3R,5S)-4,4-difluoro-3,5-dimethylpiperidin-1-yl)pyrimidin-4-yl)amino)-1-methylquinoxaline-2,3(1H,4H)-dione